C(=O)(O)C1=CC=C(C=C1)C=1C2=CC=C(N2)C=C2C=CC(C(=C3C=CC(=CC=4C=CC1N4)N3)C3=CC=C(C=C3)C(=O)O)=N2 5,15-di(4-carboxyphenyl)porphyrin